sodium tristyrene C=CC1=CC=CC=C1.C=CC1=CC=CC=C1.C=CC1=CC=CC=C1.[Na]